4,7-bis(thiophene-2-yl)benzo-2,1,3-thiadiazole S1C(=CC=C1)C1=CC=C(C2=NSN=C21)C=2SC=CC2